C(C=C)(=O)OC1C2(CCC(C1)C2(C)C)C (bornyl) acrylate